C(C)C=1SC(=C(N1)C1=CC=CC=C1)OC1=CC(=NC=C1)NC1=CC=C(C=N1)C=O (6-(4-(2-ethyl-4-phenylthiazol-5-yloxy)pyridin-2-ylamino)pyridin-3-yl)methanone